FC=1C=C(C=CC1F)C1CC(N(C(N1)=O)C12CC(C1)(C2)C2=CC=NC=C2)=O 6-(3,4-Difluorophenyl)-3-(3-(pyridin-4-yl)bicyclo[1.1.1]pentan-1-yl)dihydropyrimidine-2,4(1H,3H)-dione